(2S,4R)-1-(2-(3-acetyl-5-(2-ethylpyrimidin-5-yl)-1H-indazol-1-yl)acetyl)-N-(6-bromopyrazin-2-yl)-4-fluoropyrrolidine-2-carboxamide C(C)(=O)C1=NN(C2=CC=C(C=C12)C=1C=NC(=NC1)CC)CC(=O)N1[C@@H](C[C@H](C1)F)C(=O)NC1=NC(=CN=C1)Br